Calcium phosphate hydrate O.P(=O)([O-])([O-])[O-].[Ca+2].P(=O)([O-])([O-])[O-].[Ca+2].[Ca+2]